Tert-butyl azepin-4-ylcarbamate N1C=CC(=CC=C1)NC(OC(C)(C)C)=O